3,5-diiodo-4-(methacryloyloxy)benzoic acid IC=1C=C(C(=O)O)C=C(C1OC(C(=C)C)=O)I